methyl 4-({3-[(2s)-2-(4-chlorophenyl)-2-hydroxy ethyl]-1,2,4-oxadiazol-5-yl}methyl)-6-methyl-5-oxopyrazine-2-carboxylate ClC1=CC=C(C=C1)[C@H](CC1=NOC(=N1)CN1C=C(N=C(C1=O)C)C(=O)OC)O